OC(CCN1N=C2C=C(C(=CC2=C1)NC(=O)C=1N=C(SC1)C=1C=NC=CC1)C1=CSC=C1)(C)C N-(2-(3-hydroxy-3-methylbutyl)-6-(thiophene-3-yl)-2H-indazol-5-yl)-2-(pyridin-3-yl)thiazole-4-carboxamide